4-(5-(6-chloro-1H-indazol-4-yl)-1,1-dimethylhexahydro-pyrrolo[3,4-c]pyrrol-2(1H)-ylsulfonyl)benzonitrile ClC1=CC(=C2C=NNC2=C1)N1CC2C(C1)CN(C2(C)C)S(=O)(=O)C2=CC=C(C#N)C=C2